FC1=C2C=C(NC2=CC=C1OC1=NC=NN2C1=C(C(=C2)OC[C@@H](C)OC([C@H](C)N)=O)C)C.C2(=CC=C(C=C2)C=2SC(=CC2)C2=CC=C(C=C2)C2=CC=CC=C2)C2=CC=CC=C2 2,5-di(1,1'-biphenyl-4-yl)thiophene (S)-((R)-1-(4-(4-fluoro-2-methyl-1H-indol-5-yloxy)-5-methylpyrrolo[2,1-f][1,2,4]triazin-6-yloxy)propan-2-yl)-2-aminopropionate